(20Z,23Z)-nonacosa-20,23-dien-10-ol CCCCCCCCCC(CCCCCCCCC\C=C/C\C=C/CCCCC)O